(6R)-6-{[2-(4-methoxyphenyl)-7-(propane-2-sulfonyl)[1,2,4]triazolo[1,5-c]quinazolin-5-yl]amino}-1,4-diazepan-5-one COC1=CC=C(C=C1)C1=NN2C(=NC=3C(=CC=CC3C2=N1)S(=O)(=O)C(C)C)N[C@H]1C(NCCNC1)=O